7-amino-N,5-dimethyl-N-[5-(trifluoromethyl)indan-1-yl]-2,4,8,11-tetrazatricyclo[7.4.0.02,6]trideca-1(13),3,5,7,9,11-hexaene-12-carboxamide NC=1C2=C(N=CN2C2=CC(=NC=C2N1)C(=O)N(C1CCC2=CC(=CC=C12)C(F)(F)F)C)C